1-(cis-5-((4-(4-chlorophenoxy)benzyl)amino)octa-hydrocyclopenta[c]pyrrole-2-carbonyl)-1H-pyrazole-3-carboxylic acid ClC1=CC=C(OC2=CC=C(CNC3CC4C(CN(C4)C(=O)N4N=C(C=C4)C(=O)O)C3)C=C2)C=C1